C(#N)[C@@H](C)N1N=C(C(=C1)NC=O)OC1CC1 (R)-N-(1-(1-cyanoethyl)-3-cyclopropoxy-1H-pyrazol-4-yl)carboxamide